p-ethylbenzoic acid, 11-eicosylamide CCCCCCCCCCC(CCCCCCCCC)NC(C1=CC=C(C=C1)CC)=O